ClC=1C=C(C=CC1F)NC1=C(C=NC2=CC=CC=C12)C#N 4-((3-chloro-4-fluorophenyl)amino)quinoline-3-carbonitrile